tert-butyl (rac)-4-cyano-1-(4-isopropylphenyl)-3-(2-methoxy-2-oxoethoxy)-1,4,6,7-tetrahydro-5H-pyrazolo[4,3-c]pyridine-5-carboxylate C(#N)[C@@H]1N(CCC2=C1C(=NN2C2=CC=C(C=C2)C(C)C)OCC(=O)OC)C(=O)OC(C)(C)C |r|